ClC[Si](C)(C)CC chloromethylethyl-dimethyl-silane